methyl (4-iodo-2-methoxypyridin-3-yl)acetate IC1=C(C(=NC=C1)OC)CC(=O)OC